5-fluoro-1H-imidazol-3-ium FC1=C[NH+]=CN1